CN1N=CC=C1C=1C=C(C(=O)NC2=CC(=CC=C2)[C@H](C)SC2=NN=CN2C)C=CC1 3-(1-Methyl-1H-pyrazol-5-yl)-N-[3-[(1S)-1-[(4-methyl-4H-1,2,4-triazol-3-yl)sulfanyl]ethyl]phenyl]benzamide